di(2-pyridyl) ketone N1=C(C=CC=C1)C(=O)C1=NC=CC=C1